methyl 1-(5-(1-(2,6-dichlorophenyl)azetidin-3-yl)-7-fluoro-2,3-dihydro-1H-inden-1-yl)piperidine-4-carboxylate ClC1=C(C(=CC=C1)Cl)N1CC(C1)C=1C=C2CCC(C2=C(C1)F)N1CCC(CC1)C(=O)OC